FC([C@@H]1CN(CC1)CC=CC(=O)N)(F)F 4-((S)-3-(trifluoromethyl)pyrrolidin-1-yl)but-2-enamide